BrC1=CN(C=2N=CN=C(C21)NCC2=C(C=C(C=C2)OC)OC)C2C(C(C(O2)C=O)O[Si](C)(C)C(C)(C)C)F 5-(5-bromo-4-{[(2,4-dimethoxyphenyl)methyl]amino}-7H-pyrrolo[2,3-d]pyrimidin-7-yl)-3-[(tert-butyldimethylsilyl)oxy]-4-fluorooxolane-2-carbaldehyde